5-(((tert-butyldimethylsilyl)oxy)methyl)-2-(3,3-dimethylcyclopentyl)thiazole Methyl-Para-Toluenesulfonate COS(=O)(=O)C1=CC=C(C)C=C1.[Si](C)(C)(C(C)(C)C)OCC1=CN=C(S1)C1CC(CC1)(C)C